2-(2'-chlorophenyl)-4,5-bis(3'-methoxyphenyl)imidazole Methyl-(E)-1-((2-bromo-3-fluorophenyl)diazenyl)-2-oxocyclopentane-1-carboxylate COC(=O)C1(C(CCC1)=O)\N=N\C1=C(C(=CC=C1)F)Br.ClC1=C(C=CC=C1)C=1NC(=C(N1)C1=CC(=CC=C1)OC)C1=CC(=CC=C1)OC